3-bromo-1-(3-chloropyridin-2-yl)-N-(2-methyl-4-chloro-6-(ethylcarbamoyl)phenyl)-N-methyl-1H-pyrazole-5-carboxamide BrC1=NN(C(=C1)C(=O)N(C)C1=C(C=C(C=C1C(NCC)=O)Cl)C)C1=NC=CC=C1Cl